N1=CN=C(C1)C=NN=CC1=NC=NC1 1,2-bis((5H-imidazole-4-yl)methylene)hydrazine